CC1=CC=C(C=N1)C(OC=1C=C2CNC(C2=CC1C1=CC=C(C=C1)C)=O)([2H])[2H] 5-((6-methylpyridin-3-yl)methoxy-d2)-6-(p-tolyl)isoindolin-1-one